CC1=CCC(C1(C)C)C2=CCCC(C2)C(C)(C)O The molecule is a tertiary alcohol and a cyclohexenylalkanol. It has a role as a fragrance. It contains a campholenic cyclohexenyl group. It derives from a hydride of a cyclopentene.